4-(2-((benzyloxy)methyl)-5-chloro-3-(tetrahydro-2H-pyran-2-yl)-3H-imidazo[4,5-b]pyridin-7-yl)morpholine C(C1=CC=CC=C1)OCC1=NC=2C(=NC(=CC2N2CCOCC2)Cl)N1C1OCCCC1